BrC=1C=C(C=CC1)C1(CC(C1)CC)C(=O)NNC(NC)=S 2-(1-(3-bromophenyl)-3-ethylcyclobutane-1-carbonyl)-N-methylhydrazine-1-carbothioamide